C(#N)C(C(=O)O)(C)SC(=S)CCCCCCCCCCCC 2-cyano-2-[(dodecylthiocarbonyl)thio]propanoic acid